2-{(R)-4-[2,6-dimethyl-4-(2-methyl-2H-tetrazol-5-yl)-phenyl]-indan-1-yl}-isoindole-1,3-dione CC1=C(C(=CC(=C1)C=1N=NN(N1)C)C)C1=C2CC[C@H](C2=CC=C1)N1C(C2=CC=CC=C2C1=O)=O